N-[3-(6-methyl-7-oxo-6,7-dihydro-1H-pyrrolo[2,3-c]pyridin-4-yl)-4-(2,4,6-trifluorophenoxy)phenyl]ethanesulfonamide CN1C(C2=C(C(=C1)C=1C=C(C=CC1OC1=C(C=C(C=C1F)F)F)NS(=O)(=O)CC)C=CN2)=O